N1=C(C=CC=C1)C(=O)N 2-pyridinecarboamide